(R)-2-(4-(3-fluorophenyl)-3-isopropyl-6-oxopyridazin-1(6H)-yl)-N-(piperidin-3-yl)acetamide hydrochloride Cl.FC=1C=C(C=CC1)C=1C(=NN(C(C1)=O)CC(=O)N[C@H]1CNCCC1)C(C)C